ClC=1C=C2C(=NC=NC2=C(C1)C(F)(F)F)N(C)[C@@H](C)C=1N(N=CN1)C1=NC=NC(=C1)C(F)F 6-chloro-N-[(1S)-1-[2-[6-(difluoromethyl)pyrimidin-4-yl]-1,2,4-triazol-3-yl]ethyl]-N-methyl-8-(trifluoro-methyl)quinazolin-4-amine